ClC=1C=C2C(=C3C1NC(NC31CCCCC1)=O)OC(=N2)CN2C1COC(C2)C1 5-chloro-2-({2-oxa-5-azabicyclo[2.2.1]heptan-5-yl}methyl)-7,8-dihydro-6H-spiro[[1,3]oxazolo[5,4-f]quinazoline-9,1'-cyclohexan]-7-one